methyl-pyridin-2-yl carbamate C(N)(OC1=NC=CC=C1C)=O